2-(piperazin-1-yl)-5-(4,4,5,5-tetramethyl-1,3,2-dioxaborolan-2-yl)pyrimidine N1(CCNCC1)C1=NC=C(C=N1)B1OC(C(O1)(C)C)(C)C